C(#N)C1=CC=C(OCC(C=O)(C)OC(C2=CN=CC=C2)=O)C=C1.NC1=C(N=CC(=N1)N1CCN(CC1)C(=O)C1COCC1)SC1=C(C(=CC=C1)Cl)Cl (4-(6-amino-5-((2,3-dichlorophenyl)thio)pyrazin-2-yl)piperazin-1-yl)(tetrahydrofuran-3-yl)methanone 3-(4-cyanophenoxy)-2-methyl-1-oxoprop-2-ylnicotinate